[NH4+].C(=O)=C(C(=O)[O-])CCP(=O)(OC)OO 2-carbonyl-4-[hydroxy(methyl)phosphono]butyric acid ammonium salt